3-(3-chloro-4-((2-methyl-1H-imidazol-1-yl)methyl)phenyl)-N-(4,5-dimethyloxazol-2-yl)-5-isobutylthiophene-2-sulfonamide ClC=1C=C(C=CC1CN1C(=NC=C1)C)C1=C(SC(=C1)CC(C)C)S(=O)(=O)NC=1OC(=C(N1)C)C